2-(4-(2-(3,4-dimethoxyphenyl)-3-ethyl-1H-indol-5-yl)-1,4-diazacycloheptan-1-yl)-N-methylethan-1-amine COC=1C=C(C=CC1OC)C=1NC2=CC=C(C=C2C1CC)N1CCN(CCC1)CCNC